COC1=CC=C(C(=O)N[C@H]2C[C@H](CCC2)NC2=CC(=CC3=CC=CC=C23)C(F)(F)F)C=C1 4-methoxy-N-[(1r,3s)-3-{[3-(trifluoromethyl)naphthalen-1-yl]amino}cyclohexyl]benzamide